4-chloro-1-tosyl-1H-pyrrolo[2,3-b]pyridine-5-carbonitrile ClC1=C2C(=NC=C1C#N)N(C=C2)S(=O)(=O)C2=CC=C(C)C=C2